4-(4-chlorophenyl)-1H-indazol-3-amine ClC1=CC=C(C=C1)C1=C2C(=NNC2=CC=C1)N